C(C)C(COC(CCCCCCCCC(=O)OCC(CCCC)CC)=O)CCCC.NC1=C(N=CC2=C(C(=CC=C12)F)C1=C(N=CS1)C(=O)N)C(NCCC)=O 5-(4-amino-7-fluoro-3-(propylcarbamoyl)isoquinolin-8-yl)thiazole-4-carboxamide di-(2-ethylhexyl)-sebacate